CON1N=C2C(=CC(=CC2=C1)O[C@@H]1COCC1)C(=O)N[C@H](C)C1=CC(=CC=C1)C(F)(F)F methoxy-5-(((S)-tetrahydrofurane-3-yl)oxy)-N-((R)-1-(3-(trifluoromethyl)phenyl)ethyl)-2H-indazole-7-carboxamide